NC1=C(C=C(C=N1)C=1C=C2N(N1)CC[C@]21CN(CC1)C(=O)NCC)OCC1=C(C=CC=C1)F |r| (rac)-2'-{6-amino-5-[(2-fluorophenyl)methoxy]pyridin-3-yl}-N-ethyl-5',6'-dihydrospiro[pyrrolidine-3,4'-pyrrolo[1,2-b]pyrazole]-1-carboxamide